5-Fluoro-1-(4-(4-(methylsulfonyl)piperazin-1-yl)phenyl)-1H-indazol-6-ol FC=1C=C2C=NN(C2=CC1O)C1=CC=C(C=C1)N1CCN(CC1)S(=O)(=O)C